5-Nitro-2,3-dihydrofuro[3,2-b]pyridine [N+](=O)([O-])C1=CC=C2C(=N1)CCO2